N-(3-(cyclopentylsulfonyl)phenyl)-6-((1-(hydroxymethyl)cyclobutyl)amino)-2-(6-azaspiro[2.5]octan-6-yl)nicotinamide C1(CCCC1)S(=O)(=O)C=1C=C(C=CC1)NC(C1=C(N=C(C=C1)NC1(CCC1)CO)N1CCC2(CC2)CC1)=O